FC(C=1C=C(C=CC1)C=1C=C2CCC3(C(C2=CC1)NC(O[C@@H]1CN2CCC1CC2)=O)CC3)(F)F (S)-quinuclidin-3-yl (6'-(3-(trifluoromethyl)phenyl)-3',4'-dihydro-1'H-spiro[cyclopropane-1,2'-naphthalen]-1'-yl)carbamate